ClC1=C(C=CC=C1)N1C(NC(C2=CC=C(C=C12)OC(F)(F)F)=O)=O 1-(2-chlorophenyl)-7-(trifluoromethoxy)quinazolin-2,4(1H,3H)-dione